(R)-4-(pyrazolo[1,5-a]pyridin-2-yl)-5-(pyrimidin-2-yl)-4,5,6,7-tetrahydro-1H-imidazo[4,5-c]pyridine N1=C(C=C2N1C=CC=C2)[C@@H]2N(CCC1=C2N=CN1)C1=NC=CC=N1